N1(CCCC1)NC(=O)C=1C=NN2C1N=CC=C2 N-(pyrrolidin-1-yl)pyrazolo[1,5-a]pyrimidine-3-carboxamide